(1R)-1-[(3S,4S)-1-{[(4S)-2,2-dimethyl-1,3-dioxolan-4-yl]carbonyl}-4-(4-methoxy-3-hydroxyphenyl)-3-methylpyrrolidin-3-yl]ethanol CC1(OC[C@H](O1)C(=O)N1C[C@@]([C@@H](C1)C1=CC(=C(C=C1)OC)O)(C)[C@@H](C)O)C